FC(F)(F)C=1C(=NNC1)C=1C(=NC=CC1)C1=CC=CC=2C3=CC=CC=C3CC12 (trifluoromethylpyrazolyl)pyridinyl[fluorene]